C1(CC1)C1=C(C(=NO1)C1=C(C=CC=C1Cl)Cl)C=1COC2(C1)CCN(CC2)C=2SC1=C(N2)C(=CC=C1)F 2-(3-(5-Cyclopropyl-3-(2,6-dichlorophenyl)isoxazol-4-yl)-1-oxa-8-azaspiro[4.5]dec-3-en-8-yl)-4-fluorobenzo[d]thiazol